(5-chloro-6-methoxypyridin-2-yl)(3,3-difluoro-4-hydroxy-1-azaspiro[4.4]nonan-1-yl)methanone ClC=1C=CC(=NC1OC)C(=O)N1CC(C(C12CCCC2)O)(F)F